NC1=NC=NN2C1=CC=C2[C@H]2[C@@H]([C@@H]([C@@](O2)(C#N)COP(=O)(OC2=CC=CC=C2)N[C@@H](C)C(=O)OCC21CCN(CC2)CC1)O)O quinuclidin-4-ylmethyl ((((2R,3S,4R,5S)-5-(4-aminopyrrolo[2,1-f][1,2,4]triazin-7-yl)-2-cyano-3,4-dihydroxytetrahydrofuran-2-yl)methoxy)(phenoxy)phosphoryl)-L-alaninate